ClC=1C(=NC(=NC1)NC1CCOCC1)C1=CC=C2CN(C(C2=C1)=O)CC(=O)NC(C)C1=CC2=C(OCCCO2)C=C1 2-(6-{5-chloro-2-[(oxacyclohex-4-yl)amino]pyrimidin-4-yl}-1-oxo-2,3-dihydro-1H-isoindol-2-yl)-N-[1-(3,4-dihydro-2H-1,5-benzodioxepin-7-yl)ethyl]acetamide